CC=1C(=NC=CC1)C1=NC=CC(=C1)CO methyl-2,2'-bipyridine-4'-methanol